C1(=CC=CC=C1)N1N=C(C=C1)C1=CC=C(C=C1)Cl 1-phenyl-3-(4-chlorophenyl)pyrazole